8-(4-(4-(9-(2-(2,6-dioxopiperidin-3-yl)-1-oxoisoindolin-4-yl)non-8-ynoyl)piperazin-1-yl)piperidin-1-yl)-9-ethyl-6,6-dimethyl-11-oxo-6,11-dihydro-5H-benzo[b]carbazole-3-carbonitrile O=C1NC(CCC1N1C(C2=CC=CC(=C2C1)C#CCCCCCCC(=O)N1CCN(CC1)C1CCN(CC1)C=1C(=CC2=C(C(C=3NC4=CC(=CC=C4C3C2=O)C#N)(C)C)C1)CC)=O)=O